ClC=1C=2N(C=CC1)N=C(C2)[C@@H]2N(CCC1=C2N=CN1)C(=O)C=1OC(=NN1)C1(CC1)C (R)-(4-(4-chloropyrazolo[1,5-a]pyridin-2-yl)-6,7-dihydro-1H-imidazo[4,5-c]pyridin-5(4H)-yl)(5-(1-methylcyclopropyl)-1,3,4-oxadiazol-2-yl)methanone